OCCOC1=C(C2=CC=C(C=C2C=C1)C1=CC=CC2=CC=CC=C12)C1=C(C=CC2=CC(=CC=C12)C1=CC=CC2=CC=CC=C12)OCCO 2,2'-bis(2-hydroxyethoxy)-6,6'-di(naphthalene-1-yl)-1,1'-binaphthalene